[Se](=O)(=O)([O-])[O-].[Ag+2].CN1C(C2=CC=C(C=C2C1)NC1=CC(=C(C=C1)N1CCCCC1)C(F)(F)F)=O 2-methyl-5-((4-(piperidin-1-yl)-3-(trifluoromethyl)phenyl)amino)isoindolin-1-one silver(II) selenate